(R)-8-Chloro-N-(2-(4-cyanothiazolidin-3-yl)-2-oxoethyl)-6-morpholino-quinoline-4-carboxamide ClC=1C=C(C=C2C(=CC=NC12)C(=O)NCC(=O)N1CSC[C@H]1C#N)N1CCOCC1